O=C(CCN(CCC(=O)NCCCCCCCCCCC)CCN(CCNCCN(CCC(=O)NCCCCCCCCCCC)CCC(=O)NCCCCCCCCCCC)CCC(=O)NCCCCCCCCCCC)NCCCCCCCCCCC 4,7,13-tris(3-oxo-3-(undecylamino)propyl)-N1,N16-di-undecyl-4,7,10,13-tetraazahexadecane-1,16-diamide